N-(2-(2,6-dioxopiperidin-3-yl)-1,3-dioxoisoindolin-4-yl)propiolamide O=C1NC(CCC1N1C(C2=CC=CC(=C2C1=O)NC(C#C)=O)=O)=O